6-(piperazin-1-yl)-N-(4-(2-(p-tolyl)propan-2-yl)thiazol-2-yl)nicotinamide N1(CCNCC1)C1=NC=C(C(=O)NC=2SC=C(N2)C(C)(C)C2=CC=C(C=C2)C)C=C1